Ethyl 2-(4-((4-(3-fluoro-4-(trifluoromethyl)phenyl)-5-oxo-4,5-dihydro-1H-1,2,4-triazol-1-yl)methyl)-2-methylphenoxy)-2-methylpropionate FC=1C=C(C=CC1C(F)(F)F)N1C=NN(C1=O)CC1=CC(=C(OC(C(=O)OCC)(C)C)C=C1)C